2,4-bis-(4'-aminobenzyl)-aniline NC1=CC=C(CC2=C(N)C=CC(=C2)CC2=CC=C(C=C2)N)C=C1